2,6-Dichloro-N4-(1,5-dimethyl-1H-pyrazol-3-yl)pyrimidine-4,5-diamine ClC1=NC(=C(C(=N1)NC1=NN(C(=C1)C)C)N)Cl